N-(2-fluoro-3-((3-(trifluoromethyl)phenyl)amino)-2,3-dihydro-1H-inden-5-yl)acrylamide FC1CC2=CC=C(C=C2C1NC1=CC(=CC=C1)C(F)(F)F)NC(C=C)=O